ammonium aluminum carbonate hydrate O.C([O-])([O-])=O.[Al+3].[NH4+].C([O-])([O-])=O